5-chloro-1'-(2-{[8-(2-hydroxy-2-methylpropyl)-7-oxo-5,6,7,8-tetrahydro-1,8-naphthyridin-3-yl]oxy}ethyl)-1,2-dihydrospiro[indole-3,4'-piperidin]-2-one ClC=1C=C2C(=CC1)NC(C21CCN(CC1)CCOC=1C=NC=2N(C(CCC2C1)=O)CC(C)(C)O)=O